OCCC1=CC=C(C=C1)CC(=O)O 2-(4-(2-hydroxyethyl)phenyl)acetic acid